decanoyloxybenzenesulphonate C(CCCCCCCCC)(=O)OC1=C(C=CC=C1)S(=O)(=O)[O-]